COC(C1CCN(CC1)C1=CC=C(C=C1)C1C2(CCC3=CC=CC=C13)CCC2)OC 1'-(4-(4-(dimethoxymethyl)piperidin-1-yl)phenyl)-3',4'-dihydro-1'H-spiro[cyclobutane-1,2'-naphthalene]